N1C=NC2=NC=C(C=C21)C2=NC(=NC=C2)NC=2C=NC=C(C2)C(F)(F)F 4-(1H-imidazo[4,5-b]pyridin-6-yl)-N-(5-(trifluoromethyl)pyridin-3-yl)pyrimidin-2-amine